ClC1=NC=CC(=C1)N1C(C2=CC=CC=C2[C@H]([C@@H]1C1=CC2=C(OCCO2)C=C1)C(=O)O)=O |r| (3R,4R) and (3S,4S)-2-(2-chloropyridin-4-yl)-3-(2,3-dihydro-1,4-benzodioxin-6-yl)-1-oxo-1,2,3,4-tetrahydroisoquinoline-4-carboxylic acid